CC1(OB(OC1(C)C)CCCC=1[C@H](N(CC1)C(=O)OC(C)(C)C)C(=O)OC)C 1-(tert-butyl) 2-methyl (S)-3-(3-(4,4,5,5-tetramethyl-1,3,2-dioxaborolan-2-yl)propyl)-2,5-dihydro-1H-pyrrole-1,2-dicarboxylate